ethyl 4-[[(2S)-1-[6-oxo-5-(trifluoromethyl)-1-[[2-(trimethylsilyl)ethoxy]methyl]-1,6-dihydropyridazin-4-yl]pyrrolidin-2-yl]methoxy]cyclohexane-1-carboxylate O=C1C(=C(C=NN1COCC[Si](C)(C)C)N1[C@@H](CCC1)COC1CCC(CC1)C(=O)OCC)C(F)(F)F